4-ethyl-3-(N-(5-(methylsulfonyl)-2-(pyridin-3-yl)phenyl)sulfamoyl)benzoic Acid C(C)C1=C(C=C(C(=O)O)C=C1)S(NC1=C(C=CC(=C1)S(=O)(=O)C)C=1C=NC=CC1)(=O)=O